N1=CC=C2N1C=CC(=C2)CN2N=NC=1C2=NC(=CN1)C=1C=NN(C1)CCOC1OCCCC1 1-(pyrazolo[1,5-a]pyridin-5-ylmethyl)-6-(1-(2-(tetrahydro-2H-pyran-2-yloxy)ethyl)-1H-pyrazol-4-yl)-1H-[1,2,3]triazolo[4,5-b]pyrazine